C(C1=CC=CC=C1)C=1C=NC(=NC1)N1CCN(CC1)C=1C=NN2N=C(C=CC21)C=2C=NN(C2)C 3-[4-(5-benzyl-pyrimidin-2-yl)piperazin-1-yl]-6-(1-methyl-1H-pyrazol-4-yl)pyrazolo[1,5-b]pyridazine